2-methyl-N-(4-(1-(2,2,2-trifluoroethyl)-1H-pyrazol-4-yl)quinolin-8-yl)benzo[d]oxazole-5-carboxamide CC=1OC2=C(N1)C=C(C=C2)C(=O)NC=2C=CC=C1C(=CC=NC21)C=2C=NN(C2)CC(F)(F)F